2-amino-3-(2,3-dichlorophenyl)propanamide NC(C(=O)N)CC1=C(C(=CC=C1)Cl)Cl